C(C1=CC=CC=C1)OC1=C2C3=C(C(OC2=CC=C1)=O)C=C(C=C3)C3CN(CCC3)CC(=O)N 3-(benzyloxy-6-oxo-6H-benzo[c]chromen-8-yl)-2-(piperidin-1-yl)acetamide